1,5,6-trimethylindazole-7-carbaldehyde CN1N=CC2=CC(=C(C(=C12)C=O)C)C